maleic anhydride ammonium salt [NH4+].C1(\C=C/C(=O)O1)=O